BrCCCOC1=CC2=CC=CC=C2C=C1 2-(3-bromopropoxy)naphthalene